1-benzyl-N-(3,4-dichlorobenzyl)-7-isobutyl-1,2,3,6,7,7a-hexahydro-3aH-3,6-methanopyrrolo[3,2-b]pyridine-3a-carboxamide C(C1=CC=CC=C1)N1CC2C3(N=CC(C(C31)CC(C)C)C2)C(=O)NCC2=CC(=C(C=C2)Cl)Cl